FC(C1=CN(C=2CCC(C(C12)O)(F)F)C=1C=C(C#N)C=C(C1)F)F 3-(3-(difluoromethyl)-5,5-difluoro-4-hydroxy-4,5,6,7-tetrahydro-1H-indol-1-yl)-5-fluorobenzonitrile